C1=CC=CC=2C3=CC=CC=C3C(C12)COC(=O)N([C@H](C(=O)O)COC)C (2S)-2-[9H-fluoren-9-ylmethoxycarbonyl(methyl)amino]-3-methoxypropanoic acid